C(C1=CC=CC=C1)SC1=NC(=CC=C1)C 2-(benzylthio)-6-methylpyridine